(4-(bis(4-methoxybenzyl)amino)-2-butoxyimidazo[2,1-f][1,2,4]triazin-7-yl)(4-(morpholinomethyl)phenyl)methanol COC1=CC=C(CN(C2=NC(=NN3C2=NC=C3C(O)C3=CC=C(C=C3)CN3CCOCC3)OCCCC)CC3=CC=C(C=C3)OC)C=C1